Acryloxymethyl-methyldiethoxysilan C(C=C)(=O)OC[Si](OCC)(OCC)C